tert-butyl (4-(1-(difluoromethyl)-1H-pyrazol-4-yl)cyclohexyl)carbamate FC(N1N=CC(=C1)C1CCC(CC1)NC(OC(C)(C)C)=O)F